N-[(1S)-5-[2-(2-aminopyridin-3-yl)-7-(difluoromethoxy)-5-(pyrazol-1-yl)imidazo[4,5-b]pyridin-3-yl]-2,3-dihydro-1H-inden-1-yl]-3-formyl-4-hydroxybenzamide NC1=NC=CC=C1C1=NC=2C(=NC(=CC2OC(F)F)N2N=CC=C2)N1C=1C=C2CC[C@@H](C2=CC1)NC(C1=CC(=C(C=C1)O)C=O)=O